FC=1C(=C2C(=NC1)N(C=C2)C)C2=C1CNC(C1=C(C=C2)NC2=NC=C(C=C2)N2CCN(CC2)C)=O 4-(5-fluoro-1-methyl-pyrrolo[2,3-b]pyridin-4-yl)-7-[[5-(4-methylpiperazin-1-yl)-2-pyridyl]amino]isoindolin-1-one